C(#N)C1=NC=CC(=C1)C1=CN=C(O1)C(=O)N1[C@@H]2[C@H](CC1)[C@H](N(C2)C(=O)OC(C)(C)C)C tert-Butyl (3aR,4R,6aR)-1-(5-(2-cyanopyridin-4-yl)oxazole-2-carbonyl)-4-methylhexahydropyrrolo-[3,4-b]pyrrole-5(1H)-carboxylate